tert-butyl 4-[6-fluoro-1-(oxan-2-yl)indazol-4-yl]piperazine-1-carboxylate FC1=CC(=C2C=NN(C2=C1)C1OCCCC1)N1CCN(CC1)C(=O)OC(C)(C)C